[(2R,4S)-2-(1-cyclopropylpyrazol-4-yl)tetrahydropyran-4-yl]-4-[2-fluoro-4-(trifluoromethyl)phenyl]-7-methyl-pteridine C1(CC1)N1N=CC(=C1)[C@@H]1OCC[C@@H](C1)C1=NC2=NC(=CN=C2C(=N1)C1=C(C=C(C=C1)C(F)(F)F)F)C